5-Fluoro-2-methoxy-N-((4-(4,4,5,5-tetramethyl-1,3,2-dioxaborolan-2-yl)-1-((2-(trimethylsilyl)ethoxy)methyl)-1H-indazol-7-yl)methyl)benzamide FC=1C=CC(=C(C(=O)NCC=2C=CC(=C3C=NN(C23)COCC[Si](C)(C)C)B2OC(C(O2)(C)C)(C)C)C1)OC